ClC1=C2C=C(NC2=CC=C1Cl)C(=O)N1CC(N(C(C1)C)C)=O 4-[(4,5-dichloro-1H-indol-2-yl)carbonyl]-1,6-dimethyl-2-piperazinone